dodecenyl-boric acid amide C(=CCCCCCCCCCC)NB(O)O